(R)-2-amino-N,N-dimethylpropionamide hydrochloride Cl.N[C@@H](C(=O)N(C)C)C